Cl.COC([C@@](N)(CC1=CC=C(C=C1)O)C)=O |r| α-methyl-DL-tyrosine methyl ester hydrochloride